acryloyloxy-3,3,4,4-tetrafluorohexane C(C=C)(=O)OCCC(C(CC)(F)F)(F)F